9-phenyl-[9H]-carbazol-3-ylboronic acid C1(=CC=CC=C1)N1C2=CC=CC=C2C=2C=C(C=CC12)B(O)O